dihydro-5-amyl-2(3H)-furanone C(CCCC)C1CCC(O1)=O